C(C)(C)C1=CN=C(S1)N1C[C@H](CCC1)CN1C[C@@H](C([C@@H](C1)OCC1=CC=CC=C1)OCC1=CC=CC=C1)OCC1=CC=CC=C1 5-isopropyl-2-((R)-3-(((3S,4R,5R)-3,4,5-tris(benzyloxy)piperidin-1-yl)methyl)piperidin-1-yl)thiazole